S(=O)(=O)(C1=CC=C(C)C=C1)OCC(C)C1CCN(CC1)C(=O)OC(C)(C)C tert-butyl 4-(1-(tosyloxy)propan-2-yl)piperidine-1-carboxylate